N[C@@H](CCCCN)C(=O)C(CCC[C@H](N)C(=O)O)N ε-lysyllysine